C(C)(C)(C)OC(CCOCC1=CC(=CC=C1)C1=NC2=C(C(=CC=C2C(=C1)N1C=NC=C1)Cl)Cl)=O 3-((3-(7,8-dichloro-4-(1H-imidazol-1-yl)quinolin-2-yl)benzyl)oxy)propanoic acid tert-butyl ester